m-xylenedinitrile C=1(C(=C(C(=CC1)C#N)C)C#N)C